C(C)(C)(C)C1=CC=C(C=C1)NC1=CC(=CC=C1)N(C1=CC=CC=C1)C1=CC=CC=C1 N1-(4-tert-butylphenyl)-N3,N3-diphenylbenzene-1,3-diamine